CC1=NC(=CC(=C1)C1=C(C2=C(N1)C=C(S2)C(=O)O)C(C)C)C 5-(2,6-dimethylpyridin-4-yl)-6-isopropyl-4H-thieno[3,2-b]pyrrole-2-carboxylic acid